Manganese(II) Hydrogen Carbonate C(O)([O-])=O.[Mn+2].C(O)([O-])=O